CC1=CC=C(O1)C=1C(C2=CC(=C(C(=C2C1)C1=CC(=CC(=C1)C)C)C)C)[Zr] [2-(5-methyl-2-furyl)-4-(3,5-dimethylphenyl)-5,6-dimethyl-1-indenyl]zirconium